(2R)-2-[[4-(2-Chloro-4-fluoro-phenyl)-7-quinolyl]oxy]-N,N-dimethyl-propanamid ClC1=C(C=CC(=C1)F)C1=CC=NC2=CC(=CC=C12)O[C@@H](C(=O)N(C)C)C